ClC=1C(=NN(C1C1=NN=CN1CC1=CC=C(C=C1)OC)CC)C 3-(4-chloro-1-ethyl-3-methyl-1H-pyrazol-5-yl)-4-[(4-methoxyphenyl)methyl]-4H-1,2,4-triazole